1-((4-acetamidophenyl)sulfonyl)-N-hydroxypyrrolidine-2-carboxamide C(C)(=O)NC1=CC=C(C=C1)S(=O)(=O)N1C(CCC1)C(=O)NO